(S)-5-(5,5-difluoro-3-((fluoromethyl)sulfonyl)-4-hydroxyl-4,5,6,7-tetrahydro-1H-indol-1-yl)-2-fluorobenzonitrile FC1([C@H](C=2C(=CN(C2CC1)C=1C=CC(=C(C#N)C1)F)S(=O)(=O)CF)O)F